C(C)OS(=O)(=O)CC(=O)OCC ethyl 2-(ethoxysulfonyl)-acetate